BrC1=CC=C(C2=C1CC(O2)(C)C)[N+](=O)[O-] 4-bromo-2,2-dimethyl-7-nitro-2,3-dihydrobenzofuran